O=C1CC(C2=CC=CC=C12)=C(C#N)C#N 2-(2,3-dihydro-3-oxo-1H-inden-1-ylidene)malononitrile